1-methyl-3-methylimidazolium formate C(=O)[O-].CN1C=[N+](C=C1)C